FC=1C=C(C=CC1NC1=NC=C(C=N1)C1CCC(CC1)O)S(=O)(=O)NC(OC(C)(C)C)=O tert-butyl N-[3-fluoro-4-({5-[(1s,4s)-4-hydroxycyclohexyl]pyrimidin-2-yl}amino) benzenesulfonyl]carbamate